[Ge].[Te].[Se].[Sb] antimony selenium tellurium germanium